ClC=1C=C(C(=NC1O[C@H]1CCC2=C(C=CC=C12)C1=NC=C(C=C1)F)OC)CNC[C@@H]1CCC(N1)=O (S)-5-((((5-chloro-6-(((S)-4-(5-fluoropyridin-2-yl)-2,3-dihydro-1H-inden-1-yl)oxy)-2-methoxypyridin-3-yl)methyl)amino)methyl)pyrrolidin-2-one